CN1C(=NC=C1C1=CC(=C(C=C1)NC=1N=CC2=C(N1)C(=NC(=C2)C)N2CCC(CC2)OC)OC)C N-(4-(1,2-dimethyl-1H-imidazol-5-yl)-2-methoxyphenyl)-8-(4-methoxypiperidin-1-yl)-6-methylpyrido[3,4-d]pyrimidin-2-amine